ClC=1C=CC(=C(C1)C1=CC(N(C=C1OC)C(C(=O)NC1=CC=C(C(=O)O)C=C1)CC)=O)C=1OC(=NN1)C(F)F 4-({2-[4-{5-chloro-2-[5-(difluoromethyl)-1,3,4-oxadiazol-2-yl]phenyl}-5-methoxy-2-oxopyridin-1(2H)-yl]butanoyl}amino)benzoic acid